(cyclopropylmethyl)-N-methyl-N-(pyridin-3-yl)-1,2,3,4-tetrahydroisoquinolin-7-amine hydrochloride Cl.C1(CC1)CC1NCCC2=CC=C(C=C12)N(C=1C=NC=CC1)C